FC(CN1N=CC=C1C1=NC=CC=C1COC1=CN=C(C=C1C=O)OC)F 5-((2-(1-(2,2-difluoroethyl)-1H-pyrazol-5-yl)pyridin-3-yl)methoxy)-2-methoxyisonicotinaldehyde